CC1=CC(N(C=2N=CN=CC21)C(C)C)=O 5-methyl-8-(propan-2-yl)pyrido[2,3-d]pyrimidin-7(8H)-one